4-hydrazino-6,7-dihydro-5H-cyclopenta[d]pyrimidine N(N)C=1C2=C(N=CN1)CCC2